O1N=C(C2=C1C=CC=C2)NS(=O)(=O)C2=C(C=C(C=C2)C=C)OC N-(benzo[d]isoxazol-3-yl)-2-methoxy-4-vinylbenzenesulfonamide